C(CCCC)C1CCC(CC1)C1CCC(CC1)C#N 4'-Pentyl[1,1'-bicyclohexyl]-4-carbonitrile